3-(6-bromo-2-pyridinyl)-6-chloro-imidazo[1,2-b]Pyridazine BrC1=CC=CC(=N1)C1=CN=C2N1N=C(C=C2)Cl